C(CC(O)(C(=O)OCC(C(CC)CC)C)CC(=O)OCC(C(CC)CC)C)(=O)OCC(C(CC)CC)C tri(3-ethyl-2-methyl-1-pentyl) citrate